3-hydroxy-1-methylpropyl-6-methyl-2,4(1H,3H)-pyrimidinedione OCCC(C)N1C(NC(C=C1C)=O)=O